tri-propyl-aluminum C(CC)[Al](CCC)CCC